C1(=CC=CC=C1)C(C(=O)N1[C@@H](CN(CC1)C(=O)N1C2=CC=CC=C2SC=2C=CC=CC12)C(=O)O)C1=CC=CC=C1 (S)-1-(2,2-diphenylacetyl)-4-(10H-phenothiazine-10-carbonyl)piperazine-2-carboxylic acid